ClC=1N=CC2=C(N1)C1(OC2=O)CCC1 chloro-5'H-spiro[cyclobutane-1,7'-furo[3,4-d]pyrimidine]-5'-one